L-arginine-hydrochloride Cl.N[C@@H](CCCNC(N)=N)C(=O)O